(Z)-4-(3,5-Dichlorophenylsulfonyl)-3-fluorobut-2-en-1-amin ClC=1C=C(C=C(C1)Cl)S(=O)(=O)C/C(=C/CN)/F